N-(5-(((5-(tert-butyl)oxazol-2-yl)methyl)thio)thiazol-2-yl)-1-((3-(2,4-dioxotetrahydropyrimidin-1(2H)-yl)pyridin-4-yl)methyl)piperidine-4-carboxamide C(C)(C)(C)C1=CN=C(O1)CSC1=CN=C(S1)NC(=O)C1CCN(CC1)CC1=C(C=NC=C1)N1C(NC(CC1)=O)=O